C1(CC1)C=1C=C(OC2CNC2)C=CC1C(F)(F)F 3-[3-cyclopropyl-4-(trifluoromethyl)phenoxy]azetidine